4-chloro-N-[(1S)-2-(6-fluoro-2,3-dimethylphenyl)-1-(5-oxo-4H-1,3,4-oxadiazol-2-yl)propyl]-2-(hydroxymethyl)-6-methoxybenzenesulfonamide ClC1=CC(=C(C(=C1)OC)S(=O)(=O)N[C@@H](C(C)C1=C(C(=CC=C1F)C)C)C=1OC(NN1)=O)CO